[N+](=[N-])=CC(CC[C@@H](C(=O)OC(C([2H])([2H])[2H])C([2H])([2H])[2H])NC(COCC([2H])([2H])[2H])=O)=O propan-2-yl-1,1,1,3,3,3-d6 (S)-6-diazo-2-(2-(ethoxy-2,2,2-d3)acetamido)-5-oxohexanoate